(3-bromopropoxy)tetrahydro-2H-pyran BrCCCOC1OCCCC1